(3S,4S)-1-cyclohexyl-4-{[1-(2,4-difluoro-phenyl)-1H-[1,2,3]triazole-4-carbonyl]-amino}-piperidine-3-carboxylic acid (1-pyridin-2-yl-cyclopropyl)-amide N1=C(C=CC=C1)C1(CC1)NC(=O)[C@H]1CN(CC[C@@H]1NC(=O)C=1N=NN(C1)C1=C(C=C(C=C1)F)F)C1CCCCC1